(S)-3-aminobutanamide N[C@H](CC(=O)N)C